1,2,3,4,9,10,11,12-octaphenyl-6,7-dihydrodiindeno[1,2,3-cd:1',2',3'-lm]perylene C1(=CC=CC=C1)C1=C2C(=C(C(=C1C1=CC=CC=C1)C1=CC=CC=C1)C1=CC=CC=C1)C1=CCC3=C4CC=C5C6=C(C=CC(C=7C=CC2=C1C73)=C64)C6=C(C(=C(C(=C65)C6=CC=CC=C6)C6=CC=CC=C6)C6=CC=CC=C6)C6=CC=CC=C6